(S)-5-((4-((2-hydroxy-1-phenylethyl)amino)-5-(5-methyl-1,3,4-oxadiazol-2-yl)pyridin-2-yl)amino)-3,3-dimethyl-2-propylisoindolin-1-one OC[C@H](C1=CC=CC=C1)NC1=CC(=NC=C1C=1OC(=NN1)C)NC=1C=C2C(N(C(C2=CC1)=O)CCC)(C)C